azetidin-1-yl-(5-chloropyrazin-2-yl)methanone N1(CCC1)C(=O)C1=NC=C(N=C1)Cl